4-[8-fluoro-5-(4-fluorophenyl)-6-tetrahydropyran-4-yl-1H-pyrrolo[2,3-f]indazol-7-yl]benzoic Acid FC=1C2=C(C=C3C=NNC13)N(C(=C2C2=CC=C(C(=O)O)C=C2)C2CCOCC2)C2=CC=C(C=C2)F